6-(dimethylamino)-2-(2,6-dioxopiperidin-3-yl)-3-oxoisoindoline-5-carbonitrile CN(C1=C(C=C2C(N(CC2=C1)C1C(NC(CC1)=O)=O)=O)C#N)C